3-chloroacetone ClCC(C)=O